N-[(5-Chlorothiophen-2-yl)methyl]-3-[1-(1,2,4-oxadiazol-3-ylmethyl)piperidin-4-yl]-1H-pyrazol-5-amin ClC1=CC=C(S1)CNC1=CC(=NN1)C1CCN(CC1)CC1=NOC=N1